(S)-8-(2-amino-6-((R)-1-(4'-(aminomethyl)-3-(3-methyl-1H-pyrazol-1-yl)-[1,1'-biphenyl]-4-yl)-2,2,2-trifluoroethoxy)pyrimidin-4-yl)-2,8-diazaspiro[4.5]decane-3-carboxylic acid NC1=NC(=CC(=N1)N1CCC2(C[C@H](NC2)C(=O)O)CC1)O[C@@H](C(F)(F)F)C1=C(C=C(C=C1)C1=CC=C(C=C1)CN)N1N=C(C=C1)C